C1(CC1)C1=CC(=CC(=N1)C(=O)NC1=CC(=CC=C1)C1(COC1)[C@H](C1=NN=CN1C)F)[C@@H](C)N1CC2(CC2)CC1 6-cyclopropyl-4-[(1R)-1-(5-azaspiro[2.4]heptan-5-yl)ethyl]-N-[3-[3-[(R)-fluoro-(4-methyl-1,2,4-triazol-3-yl)methyl]oxetan-3-yl]phenyl]pyridine-2-carboxamide